Diphosphothreonine P(=O)(O)(OP(=O)(O)O)O[C@@H]([C@H](N)C(=O)O)C